(1-propylpentyl)phosphinic acid C(CC)C(CCCC)P(O)=O